CC=1C=C2C(C=C(OC2=C(C1)C(C)NC1=C(C(=O)O)C=CC=C1)C1=NC=CC=N1)=O 2-[1-(6-methyl-4-oxo-2-pyrimidin-2-yl-chromen-8-yl)ethylamino]benzoic acid